N-(5,5-difluoro-1-methylpiperidin-3-yl)-2-methyl-5-((2-(trifluoromethyl)pyridin-3-yl)methoxy)benzofuran-3-carboxamide FC1(CC(CN(C1)C)NC(=O)C1=C(OC2=C1C=C(C=C2)OCC=2C(=NC=CC2)C(F)(F)F)C)F